FC1=C(C=CC=2C(C3=C(SCC21)C=CC=C3)N)F 1,2-difluoro-5,11-dihydro-10-thia-dibenzo[a,d]cyclohepten-5-ylamine